4-(6-fluoro-7-(2-fluoro-6-methoxyphenyl)-1-(3-isopropyl-1,5-dimethyl-1H-pyrazol-4-yl)-3-nitro-2-oxo-1,2-dihydro-1,8-naphthyridin-4-yl)-6-methylpiperazin-1,3-dicarboxylic acid FC=1C=C2C(=C(C(N(C2=NC1C1=C(C=CC=C1OC)F)C=1C(=NN(C1C)C)C(C)C)=O)[N+](=O)[O-])N1C(CN(C(C1)C)C(=O)O)C(=O)O